C(#N)C=1C=C(C=CC1)N1CC(CC1)CNC(OC(C)(C)C)=O tert-butyl (1-(3-cyanophenyl)pyrrolidin-3-yl)methylcarbamate